NCCC=1C=NC(=NC1)C1=C(C=C(C#N)C=C1)OC=1N(N=C(C1)C1CC1)CC(F)(F)F 4-[5-(2-aminoethyl)pyrimidin-2-yl]-3-[5-cyclopropyl-2-(2,2,2-trifluoroethyl)pyrazol-3-yl]oxybenzonitrile